C(#N)[C@H]1N(CCC1)C(CN(C(OC(C)(C)C)=O)C12CC3(CC(CC(C1)C3)C2)S)=O Tert-butyl (2-((S)-2-cyanopyrrolidin-1-yl)-2-oxoethyl)(3-mercaptoadamantan-1-yl)carbamate